C1OCC12CC(C2)C=2C=C(C=NC2)N2C(N(C1=C(C2=O)SC(=C1)C1=C(C=CC=C1)Cl)CCC#N)=O 3-(3-(5-(2-oxaspiro[3.3]heptan-6-yl)pyridin-3-yl)-6-(2-chlorophenyl)-2,4-dioxo-3,4-dihydrothieno[3,2-d]pyrimidin-1(2H)-yl)propanenitrile